N-[2-methoxy-6-[2-(2,2,2-trifluoroethoxy)pyrimidin-5-yl]-3-pyridyl]-5-methyl-3-phenyl-isoxazole-4-carboxamide COC1=NC(=CC=C1NC(=O)C=1C(=NOC1C)C1=CC=CC=C1)C=1C=NC(=NC1)OCC(F)(F)F